C1(=CC=CC=C1)C1=NN(C(=C1)C1=CC=CC=C1)C1N=C(OC1)C1=CC=CC=C1 4-(3,5-diphenyl-1H-pyrazol-1-yl)-2-phenyl-4,5-dihydro-oxazole